diphenyl-ethyl-oxalyl-diamine C1(=CC=CC=C1)N(C(C(=O)NCC)=O)C1=CC=CC=C1